(R)-5-bromo-3-(((tert-butyldiphenylsilyl)oxy)methyl)-6-fluoro-3,4-dihydroisoquinoline BrC1=C2C[C@@H](N=CC2=CC=C1F)CO[Si](C1=CC=CC=C1)(C1=CC=CC=C1)C(C)(C)C